(R)-N-((S)-3-(3,4-dihydroisoquinolin-2(1H)-yl)-2-hydroxypropyl)-3-(5-methyl-6-oxopyridazin-1(6H)-yl)piperidine-1-carboxamide C1N(CCC2=CC=CC=C12)C[C@H](CNC(=O)N1C[C@@H](CCC1)N1N=CC=C(C1=O)C)O